Trans-cinnamyl-piperazine C(\C=C\C1=CC=CC=C1)N1CCNCC1